(1-(2-(2-methoxyethoxy)ethyl)-3-(pyridin-2-yl)-1H-pyrazol-4-yl)-[2,4'-bipyridine]-6-carboxamide COCCOCCN1N=C(C(=C1)C=1C(=NC(=CC1)C(=O)N)C1=CC=NC=C1)C1=NC=CC=C1